NC=1C=C(C(=O)O)C=CC1NC1=C(C=CC=C1)C(=O)O 3-amino-4-((2-carboxyphenyl)amino)benzoic acid